NCCN(C1COC1)C N-(2-aminoethyl)-N-methyloxetan-3-amine